COC(=O)C1=CC=2CCCCC2C=C1 5,6,7,8-tetrahydronaphthalene-2-carboxylic acid methyl ester